C(C=C)N1N(C2=NC(=NC=C2C1=O)NC1=CC(=C(C=C1)N1CCN(CC1)C)C)C=1C=C2[C@](CCC2=CC1)(C)O |r| racemic-2-allyl-1-(3-hydroxy-3-methyl-2,3-dihydro-1H-inden-5-yl)-6-((3-methyl-4-(4-methylpiperazin-1-yl)phenyl)amino)-1,2-dihydro-3H-pyrazolo[3,4-d]pyrimidin-3-one